rac-(3S)-3-Methyl-6-(1-methylcyclopropyl)-2,3,4,5-tetrahydropyridine tert-Butyl-rac-(5S)-5-methyl-3-(1-methylcyclopropanecarbonyl)-2-oxo-piperidine-1-carboxylate C(C)(C)(C)OC(=O)N1C(C(C[C@@H](C1)C)C(=O)C1(CC1)C)=O.C[C@@H]1CN=C(CC1)C1(CC1)C |r|